C(C1=CC=CC=C1)(=O)NC1=CC2=C(N=C(S2)C2=C(C=CC3=CC=CC=C23)C(=O)N)C=C1 (6-benzoylamino-1,3-benzothiazol-2-yl)naphthalene-2-carboxamide